[Si]([O-])([O-])([O-])[O-].[Sr+2].[Sr+2] di-strontium silicate